C(C)(=O)O.CC1CCCCC1 2-methylcyclohexane acetate